[Na].[K] potassium, sodium salt